C1(CC1)NC1=CC=2C(N=C1)=NN(C2)C=2C=C(C=CC2F)NC(=O)N2CC(C2)F N-{3-[5-(cyclopropylamino)-2H-pyrazolo[3,4-b]pyridin-2-yl]-4-fluorophenyl}-3-fluoroazetidine-1-carboxamide